COC(C(=C1CCC2(OCCO2)CC1)CC)=O Ethyl-2-(1,4-dioxaspiro[4.5]decan-8-ylidene)acetic acid methyl ester